17-methyloctadecanoic acid CC(CCCCCCCCCCCCCCCC(=O)O)C